(S)-1-(1-((5-(4-((6-(((2-aminoethyl)amino)methyl)pyridin-3-yl)ethynyl)phenyl)isoxazol-3-yl)methyl)-1H-imidazol-2-yl)ethan-1-ol NCCNCC1=CC=C(C=N1)C#CC1=CC=C(C=C1)C1=CC(=NO1)CN1C(=NC=C1)[C@H](C)O